FC1=C(C(=CC=C1)F)S(=O)(=O)NC1=NOC2=C1C(=CC=C2)OC 2,6-difluoro-N-(4-methoxybenzo[d]isoxazol-3-yl)benzenesulfonamide